FC=1C=C(NC(CC(=O)O)=O)C=C(C1F)OC 3-(3,4-difluoro-5-methoxy-anilino)-3-oxo-propanoic acid